CC1=NOC(=C1)CC(=O)C1CCN(CC1)C(=O)OC(C)(C)C tert-Butyl 4-(2-(3-methylisoxazol-5-yl)acetyl)piperidine-1-carboxylate